BrC1=NNC2=CC(=CC=C12)C(=O)O 3-bromo-1H-indazole-6-carboxylic acid